2-amino-2-(3-oxa-9,10-diazatricyclo[7.3.0.02,6]dodeca-1(12),2(6),4,7,10-pentaen-12-yl)acetonitrile NC(C#N)C=1C=NN2C=CC=3C=COC3C12